2-[6-fluoro-2-[1-methyl-3-piperidyl]pyrido[2,3-d]pyrimidin-7-yl]-3,5-dimethyl-phenol FC1=CC2=C(N=C(N=C2)C2CN(CCC2)C)N=C1C1=C(C=C(C=C1C)C)O